C(=CCCCC)OC(CCC)=O HEXENYL-3-CIS-BUTYRATE